BrC1=CC(=CC(=N1)C1(CS(CC1)=O)OC)C 3-(6-Bromo-4-methylpyridin-2-yl)-3-methoxytetrahydrothiophene 1-oxide